C(C=C)(=O)N1CC2N(C(CN(C2)C2=CC=C(C=C2)C(F)(F)F)=O)CC1 8-acryloyl-2-(4-(trifluoromethyl)phenyl)octahydro-4H-pyrazino[1,2-a]pyrazin-4-one